(S)-N-(5-(2,4-difluorophenoxy)pyridin-2-yl)-2-((S)-3-(5-((4,4-difluoropiperidin-1-yl)methyl)-6-oxo-1,6-dihydropyridin-3-yl)-4,4-difluoropiperidin-1-yl)propanamide FC1=C(OC=2C=CC(=NC2)NC([C@H](C)N2C[C@@H](C(CC2)(F)F)C2=CNC(C(=C2)CN2CCC(CC2)(F)F)=O)=O)C=CC(=C1)F